BrC1=CC(=C(C(=O)NCC=2C(=C(C=CC2)C2=CC=C(C(=N2)N2CCCCC2)C(=O)OC)O)C(=C1)Cl)Cl methyl 6-[3-[[(4-bromo-2,6-dichlorobenzoyl) amino] methyl]-2-hydroxyphenyl]-2-piperidin-1-ylpyridine-3-carboxylate